2,2-Diethoxypropan C(C)OC(C)(C)OCC